NC1=NN2C=NC=CC2=C1C(=O)N[C@@H](C)C1=NC2=CC=C(C(=C2C(N1C1=CC=CC=C1)=O)Cl)F (S)-2-amino-N-(1-(5-chloro-6-fluoro-4-oxo-3-phenyl-3,4-dihydroquinazolin-2-yl)ethyl)pyrazolo[1,5-c]pyrimidine-3-carboxamide